N1=CC(=CC(=C1)COC=1C=C(C(=O)N[C@@H]2[C@H](CCCC2)O)C=CC1C)C=1C=NC=CC1 3-[([3,3'-bipyridin]-5-yl)methoxy]-N-[(1S,2S)-2-hydroxycyclohexyl]-4-methylbenzamide